N-(benzo[d][1,3]dioxol-5-yl)-1-(5-fluoropyridin-2-yl)-5-hydroxy-1H-pyrazole-3-carboxamide O1COC2=C1C=CC(=C2)NC(=O)C2=NN(C(=C2)O)C2=NC=C(C=C2)F